4-(5-(3,5-dichlorophenyl)-5-(trifluoromethyl)-4,5-dihydroisoxazol-3-yl)-2-methyl-N-(methylsulfinyl)benzamide ClC=1C=C(C=C(C1)Cl)C1(CC(=NO1)C1=CC(=C(C(=O)NS(=O)C)C=C1)C)C(F)(F)F